Benzo[c]-2,6-naphthyridin-5-amine C1=C2C3=C(N=C(C2=CC=N1)N)C=CC=C3